alpha-Decen C=CCCCCCCCC